Br[Si]1(CC[Si](CC1)(CC)CC)CC 1-bromo-1,4,4-triethyl-1,4-disilacyclohexane